C1(=CC=CC=C1)N1C(=NC2=C1C=CC=C2)C=2C(=C(C(=C(C2C2=NC=CC=C2)N2C1=C(C=3C=CC=CC23)C=NC=C1)N1C2=C(C=3C=CC=CC13)C=NC=C2)N2C1=C(C=3C=CC=CC23)C=NC=C1)N1C2=C(C=3C=CC=CC13)C=NC=C2 5,5',5'',5'''-(5-(1-phenyl-1H-benzo[d]imidazol-2-yl)-6-(pyridin-2-yl)benzene-1,2,3,4-tetrayl)tetrakis(5H-pyrido[4,3-b]indole)